FC1=CC=C(C=C1)C(COC1=CC=C(C=C1)C(\C=C\C1=CC=C(C=C1)OC)=O)(CN1N=CN=C1)O (E)-1-[4-[2-(4-Fluorophenyl)-2-hydroxy-3-(1,2,4-triazol-1-yl)propoxy]phenyl]-3-(4-methoxyphenyl)prop-2-en-1-one